FC(C1=NC2=C(N1)C=CC=C2C2=CC(=CC=C2)C(F)(F)F)(F)F 2-(trifluoromethyl)-4-(3-(trifluoromethyl)phenyl)-1H-benzo[d]imidazole